C(C1=CC=CC=C1)N1C2=C(SCC1)C=CC(=C2)NC(=O)NC2=CC=C1C=CNC1=C2 1-(4-benzyl-3,4-dihydro-2H-benzo[b][1,4]thiazin-6-yl)-3-(1H-indol-6-yl)urea